3-bromo-N-methyl-4-[3-(trifluoromethyl)phenoxy]benzenesulfonamide BrC=1C=C(C=CC1OC1=CC(=CC=C1)C(F)(F)F)S(=O)(=O)NC